F[P-](F)(F)(F)(F)F.CN(C)C(=[N+]1N=[N+](C=2C1=NC=CN2)[O-])N(C)C 1-[bis(dimethylamino)methylene]-1H-1,2,3-triazolo[4,5-b]pyrazinium 3-oxide hexafluorophosphate